{3-[(-)-pyrrolidin-2-ylmethoxy]pyridin-4-yl}-1H,5H,6H,7H-pyrrolo[3,2-c]pyridin-4-one N1C(CCC1)COC=1C=NC=CC1N1C=CC=2C(NCCC21)=O